CC1=NOC(=C1)C1=NC(=NO1)C1=CC=C(C=C1)[C@@H](C)NC1=NC=CN=C1 (R)-N-(1-(4-(5-(3-methylisoxazol-5-yl)-1,2,4-oxadiazol-3-yl)phenyl)ethyl)pyrazin-2-amine